FC1=CC=C(C=C1)N1CCN(CC1)CC[C@@H]1NC(C2(C1)CCN(CC2)C(CNC(OC)=O)=O)=O methyl (R)-(2-(3-(2-(4-(4-fluorophenyl)piperazin-1-yl)ethyl)-1-oxo-2,8-diazaspiro[4.5]decan-8-yl)-2-oxoethyl)carbamate